N1=C(N=CC2=C1NC(C2([2H])[2H])([2H])[2H])N 6,7-dihydro-5H-pyrrolo[2,3-d]Pyrimidine-5,5,6,6-d4-amine